5'-(4-bromophenyl)-1,1':3',1''-terphenyl BrC1=CC=C(C=C1)C=1C=C(C=C(C1)C1=CC=CC=C1)C1=CC=CC=C1